1-(3,5-dimethylphenyl)cyclohexane-1,4-diamine CC=1C=C(C=C(C1)C)C1(CCC(CC1)N)N